(2-phenyl-1H-imidazol-1-yl)methanone C1(=CC=CC=C1)C=1N(C=CN1)C=O